tert-butyl N-[2-[2-[2-[2-[2-[2-(3-hydroxypropoxy)ethoxy]ethoxy]ethoxy]ethoxy]ethoxy]ethyl]-N-methyl-carbamate OCCCOCCOCCOCCOCCOCCOCCN(C(OC(C)(C)C)=O)C